FC1=CC=C2[C@@H](N3C(C2=C1)=CN=C3)[C@@H]3[C@H](COC3)O (3R,4S)-4-((S)-8-fluoro-5H-imidazo[5,1-a]isoindol-5-yl)tetrahydrofuran-3-ol